COC=1C=C(C=C(C(=O)OCC(C)C)C#N)C=CC1 isobutyl 3-methoxy-α-cyanocinnamate